C(C)(=O)[O-].[Sn+] tin (I) acetate